CC1=NC(=CC=C1O[C@@H]1C[C@H](CCC1)C(=O)O)C=1N=NN(C1CNC1=CC(=NO1)C(C)C)C (1S,3S)-3-({2-Methyl-6-[1-methyl-5-({[3-(propan-2-yl)-1,2-oxazol-5-yl]amino}methyl)-1H-1,2,3-triazol-4-yl]pyridin-3-yl}oxy)cyclohexane-1-carboxylic acid